tert-butyl (S)-3-(5-cyclopropyl-3-(2-hydroxyphenyl)-5H-pyrrolo[3,2-c]pyridazin-6-yl)pyrrolidine-1-carboxylate C1(CC1)N1C(=CC=2N=NC(=CC21)C2=C(C=CC=C2)O)[C@@H]2CN(CC2)C(=O)OC(C)(C)C